(E)-alpha-amyl-cinnamaldehyde C(CCCC)/C(/C=O)=C\C1=CC=CC=C1